4-(1-(4-fluoro-2-methylphenyl)-4-oxo-7-(trifluoromethyl)-1,4-dihydroquinazolin-3(2H)-yl)benzoic acid FC1=CC(=C(C=C1)N1CN(C(C2=CC=C(C=C12)C(F)(F)F)=O)C1=CC=C(C(=O)O)C=C1)C